2-Octynylaniline C(#CCCCCCC)C1=C(N)C=CC=C1